chlorodimethyl(allyl)silane Cl[Si](CC=C)(C)C